(1R,2S)-1-(2-methoxy-5-methylphenyl)-2-(3-methoxyphenyl)-N-(2-methylquinoline-5-sulfonyl)cyclopropane-1-carboxamide COC1=C(C=C(C=C1)C)[C@@]1([C@@H](C1)C1=CC(=CC=C1)OC)C(=O)NS(=O)(=O)C=1C=2C=CC(=NC2C=CC1)C